C(#N)N1[C@H]2[C@@H](C[C@@H]1CC2)NC(=O)[C@H]2CC1=CN(N=C1CC2)C2=NC(=CC=C2)C(C)(F)F (5R)-N-((1R,2R,4S)-7-cyano-7-azabicyclo[2.2.1]heptan-2-yl)-2-(6-(1,1-difluoroethyl)-2-pyridinyl)-4,5,6,7-tetrahydro-2H-indazole-5-carboxamide